C(=O)(O)C(C[C@H](N)C(=O)O)C(N)=O γ-carboxyglutaminic acid